BrC=1C2=C(C=NC1)NC(O2)=O 7-bromooxazolo[4,5-c]pyridin-2(3H)-one